C(C=C)(=O)N1C(CN(CC1)C1=NC=NC2=CC(=C(C=C12)Br)Cl)C#N 1-acryloyl-4-(6-bromo-7-chloroquinazolin-4-yl)piperazine-2-carbonitrile